CC(=O)N[C@@H]1[C@H]([C@@H]([C@H](OC1O)CO)O[C@H]2[C@@H]([C@H]([C@H]([C@H](O2)CO)O[C@H]3[C@@H]([C@H]([C@H]([C@H](O3)CO)O)O)O)O)O)O The molecule is an amino trisaccharide comprised of two beta-D-galactose residues linked (1->4), with the one at the reducing end being linked (1->4) to an N-acetyl-D-glucosamine residue. It is an amino trisaccharide and a glucosamine oligosaccharide.